O1C(=C(C=C1)C=O)C=O Furandialdehyd